C(C)(C)(C)OC(=O)N1CCCC2=CC=C(N=C12)CCCC(=O)N1CC(C1)(F)C(CC(=O)OCC)C=1C=NC(=CC1)OC 7-(4-(3-(3-ethoxy-1-(6-methoxypyridin-3-yl)-3-oxopropyl)-3-fluoroazetidin-1-yl)-4-oxobutyl)-3,4-dihydro-1,8-naphthyridine-1(2H)-carboxylic acid tert-butyl ester